2-(4-((S or R)-1-(((R)-((S)-7-(1-methyl-1H-pyrazol-4-yl)-2,3-dihydro-1H-pyrido[2,3-b][1,4]oxazin-3-yl)(phenyl)methyl)amino)propan-2-yl)phenyl)acetic acid CN1N=CC(=C1)C1=CC2=C(O[C@@H](CN2)[C@@H](C2=CC=CC=C2)NC[C@@H](C)C2=CC=C(C=C2)CC(=O)O)N=C1 |o1:23|